FC(OC=1C=C2C(=C(C=NC2=CC1)S(=O)(=O)N1CCOCC1)NC1=C(C(=O)OC)C=CC=C1)F methyl 2-[[6-(difluoromethoxy)-3-morpholinosulfonyl-4-quinolyl]amino]benzoate